1,3-dimethyl-5-[5-methylsulfonyl-2-(oxan-4-ylamino)phenyl]pyridin-2-one CN1C(C(=CC(=C1)C1=C(C=CC(=C1)S(=O)(=O)C)NC1CCOCC1)C)=O